tert-butyl (2S)-6-(benzyloxy)-4-fluoro-2-formyl-5-[(2-methoxy-2-oxoethyl)(trifluoroacetyl)amino]-2,3-dihydro-1H-indole-1-carboxylate C(C1=CC=CC=C1)OC1=C(C(=C2C[C@H](N(C2=C1)C(=O)OC(C)(C)C)C=O)F)N(C(C(F)(F)F)=O)CC(=O)OC